tert-butyl 3-((8-(4-cyanophenyl)-2,3-dihydro-4H-pyrido[4,3-b][1,4]thiazin-4-yl)sulfonyl)azetidine-1-carboxylate C(#N)C1=CC=C(C=C1)C1=CN=CC2=C1SCCN2S(=O)(=O)C2CN(C2)C(=O)OC(C)(C)C